(4-bromophenyl)(2-isocyanatophenyl)methanone BrC1=CC=C(C=C1)C(=O)C1=C(C=CC=C1)N=C=O